C(CNCNCCNCCNCC)(=O)O 3,5,8,11-Tetraazatridecanoic acid